FC1=C(C=CC(=C1)S(=O)(=O)C)C1=NN2C(OCCC2)=C1C(=O)N[C@@H]1C(NC2=C(C(=N1)C1=CC=CC=C1)C=CC=C2F)=O 2-(2-Fluoro-4-methylsulfonylphenyl)-N-[(3S)-9-fluoro-2-oxo-5-phenyl-1,3-dihydro-1,4-benzodiazepin-3-yl]-6,7-dihydro-5H-pyrazolo[5,1-b][1,3]oxazine-3-carboxamide